benzyl ((1S)-(4,4-difluorocyclohexyl)(6-(((5S)-2-oxo-5-(trifluoromethyl)pyrrolidin-3-yl)methyl)imidazo[1,2-b]pyridazin-2-yl)methyl)carbamate FC1(CCC(CC1)[C@@H](C=1N=C2N(N=C(C=C2)CC2C(N[C@@H](C2)C(F)(F)F)=O)C1)NC(OCC1=CC=CC=C1)=O)F